C(C1=CC=CC=C1)OC(=O)N1CC2OC2CC1 7-oxa-3-azabicyclo[4.1.0]heptane-3-carboxylic acid benzyl ester